FC1=CC=C(C=C1)CN1C(=NOC1=O)CC1=CC=C(C=C1)F bis[(4-fluorophenyl)methyl]-4,5-dihydro-1,2,4-oxadiazol-5-one